C(C)(C)(C)OC(=O)N1C(CC(CC1)F)NC=1OC=2C(=NC(=CC2)Cl)N1 [(5-chlorooxazolo[4,5-b]pyridin-2-yl)amino]-4-fluoro-piperidine-1-carboxylic acid tert-butyl ester